C/1=C/CCCCCCCC1 cis-cyclodecene